3,3-difluoro-2,2-dimethyl-1-[8-(trifluoromethyl)-3,5-dihydro-2H-pyrido[3,4-f][1,4]oxazepin-4-yl]propan-1-one FC(C(C(=O)N1CCOC2=C(C1)C=NC(=C2)C(F)(F)F)(C)C)F